C(C)(=O)OCC(COC(C)=O)(CCC1=CC=CC=C1)NC(C)=O 2-acetylamino-2-(2-phenylethyl)-1,3-propanediol diacetate